BrC=1C=C(C=NC1[C@H](C)OC)C1(CCN(CC1)C(=O)OCC1=CC=CC=C1)O benzyl (S)-4-(5-bromo-6-(1-methoxyethyl) pyridin-3-yl)-4-hydroxypiperidine-1-carboxylate